NC1=CC=C(C(=C1CO)F)Cl (6-amino-3-chloro-2-fluorophenyl)methanol